CC1=C(C=NC(=C1)C)S(=O)(=O)N1CCC2(CC(CO2)N2CC3(CCOC3)CC2)CC1 8-((4,6-dimethylpyridin-3-yl)sulfonyl)-3-(2-oxa-7-azaspiro[4.4]non-7-yl)-1-oxa-8-azaspiro[4.5]decane